(1R,2S,3R,5R)-3-(4-amino-2-chloro-7H-pyrrolo[2,3-d]pyrimidin-7-yl)-5-(3-bromo-5-methoxyphenyl)cyclopentane-1,2-diol NC=1C2=C(N=C(N1)Cl)N(C=C2)[C@H]2[C@@H]([C@@H]([C@H](C2)C2=CC(=CC(=C2)OC)Br)O)O